C(C)(=O)C1=CC=C(C(=O)SC2=CC=C(C=C2)C)C=C1 S-(p-tolyl) 4-acetylthiobenzoate